OC(CNC([C@@H](N)CC(=O)N)=O)CO N-2,3-dihydroxypropyl-aspartamide